FC(C=1N=CC(=NC1)C(=O)N1CCC2(C(N3[C@H](O2)CC[C@H]3C3=CC(=CC(=C3)F)F)=O)CC1)F (5'S,7a'R)-1-[5-(difluoromethyl)pyrazine-2-carbonyl]-5'-(3,5-difluorophenyl)-tetrahydro-3'H-spiro-[piperidine-4,2'-pyrrolo[2,1-b][1,3]-oxazol]-3'-one